(E)-1-(3-(1H-pyrazol-4-yl)acryloyl)-5,6-dihydropyridin-2(1H)-one N1N=CC(=C1)/C=C/C(=O)N1C(C=CCC1)=O